5-(3-(((S)-1-(1H-1,2,4-triazol-1-yl)propan-2-yl)oxy)-4-chlorophenyl)-N-(3-(2-(1H-pyrazol-1-yl)ethoxy)-1-((1r,4r)-4-morpholinocyclohexyl)-1H-pyrazol-4-yl)pyrimidin-2-amine N1(N=CN=C1)C[C@H](C)OC=1C=C(C=CC1Cl)C=1C=NC(=NC1)NC=1C(=NN(C1)C1CCC(CC1)N1CCOCC1)OCCN1N=CC=C1